CC(C)(C)[O-].[Al+3].ClCC1=CC=C(C(=O)NCCCN2C(C(C=3C4=C(C=CC23)C=CC=C4)(C)C)=C)C=C1.CC(C)(C)[O-].CC(C)(C)[O-] 4-chloromethyl-N-(3-(1,1-dimethyl-2-methylene-1,2-dihydro-3H-benzo[e]indole-3-yl)propyl)benzamide aluminum tertbutoxide